FC(C1=CC=C(C=C1)NCC(=O)OC)(F)F Methyl (4-(trifluoromethyl)phenyl)glycinate